N-methoxy-5-methylpyrazol CON1N=CC=C1C